C(C)N([C@@H]1[C@H](CCC1)OC=1C=C2CN(C(C2=CC1)=O)C1C(NC(CC1)=O)=O)C 3-(5-(((1S,2S)-2-(ethyl(methyl)amino)cyclopentyl)oxy)-1-oxoisoindolin-2-yl)piperidine-2,6-dione